Cesium Molybdate [O-][Mo](=O)(=O)[O-].[Cs+].[Cs+]